1,3,5-hexanetrien-1-amine C(=CC=CC=C)N